C(C1=CC=CC=C1)OC1=C(C(=NC(=N1)Cl)C(=O)OC)OC methyl 6-(benzyloxy)-2-chloro-5-methoxypyrimidine-4-carboxylate